2-[2,2-bis(2-methoxymethoxy-phenyl)-vinyl]-N-methylpiperidine COCOC1=C(C=CC=C1)C(=CC1N(CCCC1)C)C1=C(C=CC=C1)OCOC